[C@@H]1([C@H](O)[C@@H](O)[C@H](O)[C@H](O1)CO)C1=NOC(=C1)C 3-(β-D-glucopyranosyl)-5-methylisoxazole